1-Chloroethyl (2R)-2-(benzyloxy)propanoate C(C1=CC=CC=C1)O[C@@H](C(=O)OC(C)Cl)C